FC(C(=O)O)(F)F.FC(CCC(=O)O)(F)F 4,4,4-trifluorobutanoic acid, trifluoroacetate salt